4-bromo-5-(2,4-difluorophenoxy)-2-iodopyridine BrC1=CC(=NC=C1OC1=C(C=C(C=C1)F)F)I